FC1=C(C(=CC=C1)N1N=CC=N1)C(=O)N1C[C@@H](CC[C@H]1C)OC1=NC=CC(=C1C)C#N 2-{[(3R,6R)-1-{[2-fluoro-6-(2H-1,2,3-triazol-2-yl)phenyl]carbonyl}-6-methylpiperidin-3-yl]oxy}-3-methylpyridine-4-carbonitrile